(5-chloro-6-(methoxycarbonyl)pyridin-3-yl)boronic acid ClC=1C=C(C=NC1C(=O)OC)B(O)O